6-(1-methyl-1H-pyrazol-4-yl)-5,6,7,8-tetrahydroimidazo[1,2-a]pyridine-2-carboxamide CN1N=CC(=C1)C1CCC=2N(C1)C=C(N2)C(=O)N